FC1([C@@H](C1)C(=O)N1CC2(C1)CCC(CC2)C2=CC=CC=1N2N=C(N1)NC(=O)C1CC1)F (S)-N-(5-(2-(2,2-difluorocyclopropanecarbonyl)-2-Azaspiro[3.5]non-7-yl)-[1,2,4]triazolo[1,5-a]pyridin-2-yl)cyclopropanecarboxamide